uranium (VI) carbonate C([O-])([O-])=O.[U+6].C([O-])([O-])=O.C([O-])([O-])=O